2-(1-((1r,4r)-4-(cyanomethyl)cyclohexyl)-1,6-dihydroimidazo[4,5-d]pyrrolo[2,3-b]pyridin-2-yl)-N-(4-(hydroxymethyl)phenyl)acetamide C(#N)CC1CCC(CC1)N1C(=NC=2C1=C1C(=NC2)NC=C1)CC(=O)NC1=CC=C(C=C1)CO